SCCS mercaptoethyl mercaptan